C(=O)(OCC1C2=CC=CC=C2C2=CC=CC=C12)C(C(=O)O)C(CCC(CC)=O)=O Fmoc-3,6-dioxooctanoic acid